BrC=1C=C(OC2=CC=3N(C4=CC=CC=C4C3C=C2)C2=NC=C(C=C2C)C)C=CC1 2-(3-bromophenoxy)-9-(3,5-dimethylpyridin-2-yl)-9H-carbazole